NC=1C2=C(N=CN1)N(C=C2C2=CC(=C(C=C2)N=S2(CCCCC2)=O)F)C ((4-(4-amino-7-methyl-7H-pyrrolo[2,3-d]pyrimidin-5-yl)-2-fluorophenyl)imino)hexahydro-1λ6-thiopyran-1-oxide